C(C1=CC=CC=C1)C1(CN(CC1)S(=O)(=O)C1=NN(N=C1)C)C=1C=C2C=NN(C2=CC1C)C1=CC=C(C=C1)F 5-(3-benzyl-1-((2-methyl-2H-1,2,3-triazol-4-yl)sulfonyl)pyrrolidin-3-yl)-1-(4-fluorophenyl)-6-methyl-1H-indazole